C(\C=C\C(=O)O)(=O)O.CN(CC1C(OCC1)(C1=CC=CC=C1)C1=CC=CC=C1)C tetrahydro-N,N-dimethyl-2,2-diphenyl-3-furanmethanamine hydrogen fumarate